ClC=1C=C(C=C(C1)Cl)C1=CC(=CC(=N1)OC=1C=NC(=NC1)N1C[C@@H](N(CC1)C(=O)OC(C)(C)C)C)CN1CCC(CC1)CC(=O)OC tert-butyl (S)-4-(5-((6-(3,5-dichlorophenyl)-4-((4-(2-methoxy-2-oxoethyl) piperidin-1-yl) methyl) pyridin-2-yl) oxy) pyrimidin-2-yl)-2-methylpiperazine-1-carboxylate